3-Pyridyl propanoate C(CC)(=O)OC=1C=NC=CC1